1-methyl-4-[3-methyl-2-[[2-methyl-4-(3,4,5-trimethylpyrazol-1-yl)phenoxy]methyl]phenyl]tetrazol-5-one CN1N=NN(C1=O)C1=C(C(=CC=C1)C)COC1=C(C=C(C=C1)N1N=C(C(=C1C)C)C)C